(4-aminonaphthalen-1-yl(benzyl) amino) butanoate C(CCC)(=O)ON(CC1=CC=CC=C1)C1=CC=C(C2=CC=CC=C12)N